ClC=1C=C(C(=O)N(C)C(C)C2=NC=CN=C2C=2N=NC(=CC2)OC)C=C(C1)C(F)(F)F 3-chloro-N-[1-[3-(6-methoxypyridazin-3-yl)pyrazin-2-yl]ethyl]-N-methyl-5-(trifluoromethyl)benzamide